N-tert-butyl-7-[(1S,5R)-3-(2-chloro-4-fluoro-benzoyl)-3,8-diazabicyclo[3.2.1]octan-8-yl]-N-(trideuteriomethyl)-1H-indole-5-sulfonamide C(C)(C)(C)N(S(=O)(=O)C=1C=C2C=CNC2=C(C1)N1[C@@H]2CN(C[C@H]1CC2)C(C2=C(C=C(C=C2)F)Cl)=O)C([2H])([2H])[2H]